C(#N)[C@H](C[C@H]1C(NCC1)=O)NC(=O)[C@@H]1[C@H]2C([C@H]2CN1C([C@H](C(C)(C)C)NC(=O)N[C@@H]1COCC1)=O)(C)C (1R,2S,5S)-N-((S)-1-cyano-2-((S)-2-oxopyrrolidin-3-yl)ethyl)-3-((S)-3,3-dimethyl-2-(3-((S)-tetrahydrofurane-3-yl)ureido)butanoyl)-6,6-dimethyl-3-azabicyclo[3.1.0]hexane-2-carboxamide